CC1=CC=C(O1)C=O 5-methyl-2-furfural